C1=NC=C(C2=CC=CC=C12)N1C(N(C[C@@H]1C#N)C=1C(N(C(=CC1)C(F)(F)F)C)=O)=O |r| Racemic-3-(isoquinolin-4-yl)-1-(1-methyl-2-oxo-6-(trifluoromethyl)-1,2-dihydropyridin-3-yl)-2-oxoimidazoline-4-carbonitrile